(2S)-2-amino-N-[(3R)-7-(5-tert-butyl-1,3,4-oxadiazol-2-yl)-5-[(4-chlorophenyl)methyl]-8-fluoro-1,1,4-trioxo-2,3-dihydro-1lambda6,5-benzothiazepin-3-yl]propanamide N[C@H](C(=O)N[C@H]1CS(C2=C(N(C1=O)CC1=CC=C(C=C1)Cl)C=C(C(=C2)F)C=2OC(=NN2)C(C)(C)C)(=O)=O)C